CC1=C(C=CC(=C1)C)S(=O)(=O)OC1CNC(C1)=O (5-oxopyrrolidin-3-yl) methyl-4-methylbenzenesulfonate